5-(4-((S)-2-((S)-2-(6-(2,5-dioxo-2,5-dihydro-1H-pyrrol-1-yl)hexanamido)-3-methylbutanamido)propanamido)-2-(1H-tetrazol-5-yl)benzamido)pentanoic acid O=C1N(C(C=C1)=O)CCCCCC(=O)N[C@H](C(=O)N[C@H](C(=O)NC1=CC(=C(C(=O)NCCCCC(=O)O)C=C1)C1=NN=NN1)C)C(C)C